COC=1N=C2C(=C3C(=NC2=CC1OCCCN1CCCC1)CCCCC3)NC3CCN(CC3)C3=CC=NC=C3 N-{2-methoxy-3-[3-(pyrrolidin-1-yl)propoxy]-6H,7H,8H,9H,10H-cyclohepta[b]1,5-naphthyridin-11-yl}-1-(pyridin-4-yl)piperidin-4-amine